4-Methylperoxy-1H-indole COOC1=C2C=CNC2=CC=C1